BrC=1C=C2C(OCC=3N(N=CC3C3=C(C=C(C(NS(C(C1O)=C2)(=O)=O)=C3)F)F)C)=O 12-bromo-18,20-difluoro-13-hydroxy-5-methyl-15,15-dioxo-8-oxa-15λ6-thia-4,5,16-triazatetracyclo[15.3.1.110,14.02,6]docosa-1(20),2(6),3,10,12,14(22),17(21),18-octaen-9-one